4-(3-bromophenyl)-1,2,3-oxathiazolidine-3-carboxylate 2,2-dioxide BrC=1C=C(C=CC1)C1N(S(OC1)(=O)=O)C(=O)[O-]